C1(CC1)C#CC1=NC(=NC=C1F)N1CCC(CC1)C(=O)N1N=CC[C@@H]1C1=CC(=CC(=C1)F)F (R)-(1-(4-(cyclopropylethynyl)-5-fluoropyrimidin-2-yl)piperidin-4-yl)(5-(3,5-difluorophenyl)-4,5-dihydro-1H-pyrazol-1-yl)methanone